2-Methoxycarbonylmethyl-piperazine-1,4-dicarboxylic acid 4-benzyl ester 1-tert-butyl ester C(C)(C)(C)OC(=O)N1C(CN(CC1)C(=O)OCC1=CC=CC=C1)CC(=O)OC